ClC=1C=C(C=CC1F)NC1=NC=NC2=CC(=C(C=C12)NC(\C=C\CN1CCN(CC1)CC=1C=C2C(N(C(C2=C(C1)F)=O)C1C(NC(CC1)=O)=O)=O)=O)OC (E)-N-(4-((3-chloro-4-fluorophenyl)amino)-7-methoxyquinazolin-6-yl)-4-(4-((2-(2,6-dioxopiperidin-3-yl)-7-fluoro-1,3-dioxoisoindolin-5-yl)methyl)piperazin-1-yl)but-2-enamide